C[C@H](CC[C@@H](C)C(C)C)[C@H]1CC[C@@H]2[C@@]1(CC[C@H]3[C@H]2CC=C4[C@@]3(CC[C@@H](C4)O)C)C 24α-Methylcholesterol